5-chloro-2-(N-((1S,2R)-2-(2,3-difluoro-5,6-dimethylphenyl)-1-(5-oxo-4,5-dihydro-1,3,4-oxadiazol-2-yl)propyl)sulfamoyl)benzamide ClC=1C=CC(=C(C(=O)N)C1)S(N[C@@H]([C@H](C)C1=C(C(=CC(=C1C)C)F)F)C=1OC(NN1)=O)(=O)=O